NC=1N=CC(=NC1OC=1C=NN(C1)C1CCN(CC1)C)C=1C=C(C(=C(C1)C1(COC1)O)C#CC)C 3-(5-(5-amino-6-((1-(1-methylpiperidin-4-yl)-1H-pyrazol-4-yl)oxy)pyrazin-2-yl)-3-methyl-2-(prop-1-yn-1-yl)phenyl)oxetan-3-ol